4-(3-trifluoromethylpyridin-2-yl)piperazine-1-carboxylic acid (5-trifluoromethylpyridin-2-yl) amide FC(C=1C=CC(=NC1)NC(=O)N1CCN(CC1)C1=NC=CC=C1C(F)(F)F)(F)F